C(C1CO1)OC1=CC(=CC(=C1)OCC1CO1)OCC1CO1 1,3,5-tris(2,3-epoxypropoxy)benzene